7-[(5-piperazin-1-yl-2-pyridyl)amino]-4-thieno[3,2-b]pyridin-7-yl-isoindolin-1-one N1(CCNCC1)C=1C=CC(=NC1)NC=1C=CC(=C2CNC(C12)=O)C1=C2C(=NC=C1)C=CS2